NC1=NC(=NN1S(=O)(=O)C1=CC=CC2=CC(=CC=C12)C=CC#N)NC1=CC(=C(C#N)C=C1)Cl 4-[[5-amino-1-[[6-[2-cyanovinyl]-1-naphthyl]sulfonyl]-1,2,4-triazol-3-yl]amino]-2-chloro-benzonitrile